trans-2-(1-mercapto-1-methylethyl)-5-methyl-cyclohexanone SC(C)(C)[C@@H]1C(C[C@H](CC1)C)=O